{5-chloro-4-[(3-fluorobenzyl)amino]pyrimidin-2-yl}aminobenzoic acid ClC=1C(=NC(=NC1)NC1=C(C(=O)O)C=CC=C1)NCC1=CC(=CC=C1)F